5-((R)-3-methylpiperazine-1-carbonyl)-4-phenylpyridin-2(1H)-one C[C@@H]1CN(CCN1)C(=O)C=1C(=CC(NC1)=O)C1=CC=CC=C1